CC=1N=C2N(C=C(C=C2C#N)C=2C=C3C(=CN(C(C3=CC2)=O)C2CNCC2)C)C1 2-methyl-6-(4-methyl-1-oxo-2-(pyrrolidin-3-yl)-1,2-dihydroisoquinolin-6-yl)imidazo[1,2-a]pyridine-8-carbonitrile